FC1=C(CN2C=NN(C2=O)C2=CC=C(C=C2)NC2=C(N=CS2)C(=O)OC)C(=CC=C1)F methyl 5-((4-(4-(2,6-difluorobenzyl)-5-oxo-4,5-dihydro-1H-1,2,4-triazol-1-yl)phenyl)amino)thiazole-4-carboxylate